ClC=1C=NC=CC1C1=C(SC2=C1NC(=C2)C(=O)N)C (3-chloropyridin-4-yl)-2-methyl-4H-thieno[3,2-b]pyrrole-5-carboxamide